NC1=C(C=C(C=C1)C1=CC2=C(C(N(C=C2)C(C(=O)NN(CC(=O)O)C(\C=C\C(=O)NCC2=CC=CC=C2)=O)C)=O)N1)Cl (E)-N-(2-(2-(4-amino-3-chlorophenyl)-7-oxo-1,7-dihydro-6H-pyrrolo[2,3-c]pyridin-6-yl)propanamido)-N-(4-(benzylamino)-4-oxobut-2-enoyl)glycine